N4,N4'-bis(4-(piperidin-1-yl)phenyl)-[1,1'-biphenyl]-4,4'-dicarboxamide N1(CCCCC1)C1=CC=C(C=C1)NC(=O)C1=CC=C(C=C1)C1=CC=C(C=C1)C(=O)NC1=CC=C(C=C1)N1CCCCC1